7-benzyl-5-(furan-2-yl)-4-(4-methoxybenzoyl)-8,8-dimethyl-2,3,4,5,7,8-hexahydropyrrolo[3,4-e][1,4]diazepin-6(1H)-one C(C1=CC=CC=C1)N1C(C=2NCCN(C(C2C1=O)C=1OC=CC1)C(C1=CC=C(C=C1)OC)=O)(C)C